ClC=1C=C2C=C(NC2=CC1OCC1=C(C=CC=C1)O)CNC(=O)C1(CC1)C N-((5-chloro-6-((2-hydroxybenzyl)oxy)-1H-indol-2-yl)methyl)-1-methylcyclopropane-1-carboxamide